[Br-].[Br-].CCCCCC hexane di-bromide